2-(5-fluoro-2-(4-(4-methylpiperidin-1-yl)-3-(1-(2,2,2-trifluoroethyl)-1H-indazole-3-carboxamido)benzamido)phenyl)acetic acid FC=1C=CC(=C(C1)CC(=O)O)NC(C1=CC(=C(C=C1)N1CCC(CC1)C)NC(=O)C1=NN(C2=CC=CC=C12)CC(F)(F)F)=O